N[C@H](C(=O)O)CC=1C=NC(=CC1)OC1CCOCC1 (S)-2-amino-3-(6-((tetrahydro-2H-pyran-4-yl)oxy)pyridin-3-yl)propanoic acid